CC1CN(CC(N1S(=O)(=O)C)C)C1=CC=C(C=C1)SC=1C=C(C(=CC1)N)N 4-((4-(3,5-dimethyl-4-(methylsulfonyl)piperazin-1-yl)phenyl)thio)benzene-1,2-diamine